FC1=CC=C(C=C1)CNC(=O)C=1C(C(=C2N(C[C@@H]3N([C@H](CCN3CC(C)C)CC(C)C)C2=O)C1)O)=O (4S,12aS)-N-[(4-fluorophenyl)methyl]-7-hydroxy-1,4-bis(2-methyl-propyl)-6,8-dioxo-1,2,3,4,6,8,12,12a-octahydropyrido[1',2':4,5]pyrazino[1,2-a]pyrimidine-9-carboxamide